1-{6-[2-(4-Cyclopropylpyrimidin-5-yl)-4-fluorophenoxy]-1,2,4-triazin-5-yl}-8'-azaspiro[azetidine-3,3'-bicyclo[3.2.1]octane] C1(CC1)C1=NC=NC=C1C1=C(OC2=C(N=CN=N2)N2CC3(CC4CCC(C3)N4)C2)C=CC(=C1)F